OC=1C=C2CN(C(C2=CC1)=O)C1C(NC(CC1)=O)=O 3-(5-Hydroxy-1-oxo-2,3-dihydro-1H-isoindol-2-yl)piperidine-2,6-dione